[N+](=[N-])=CC(CC[C@@H](C(=O)OC(C)C)NC([C@H](CC1=CNC2=CC=CC=C12)OCC(=O)N(C)C)=O)=O isopropyl (S)-6-diazo-2-((S)-2-(2-(dimethylamino)-2-oxoethoxy)-3-(1H-indol-3-yl)propanamido)-5-oxohexanoate